C(CN)N.C(CN)N.C(CN)N.[Co] cobalt tri(ethylenediamine)